7-(4-(7-Oxa-4-azaspiro[2.5]octan-5-yl)phenyl)-6-chloro-3-((4-hydroxy-1-(1-methylcyclopropane-1-carbonyl)piperidin-4-yl)methyl)-3,7-dihydro-4H-pyrrolo[2,3-d]pyrimidin-4-one C1CC12NC(COC2)C2=CC=C(C=C2)N2C(=CC1=C2N=CN(C1=O)CC1(CCN(CC1)C(=O)C1(CC1)C)O)Cl